FC1=CC2=C(C(=NO2)C2CCN(CC2)CCC(=O)C=2C=C3CCN(C3=CC2)C(CC)=O)C=C1 3-(4-(6-fluorobenzo[d]isoxazol-3-yl)piperidin-1-yl)-1-(1-propionylindolin-5-yl)propan-1-one